FC1(CC(C1)C(=O)NS(N)(=O)=O)F 3,3-difluoro-N-sulfamoylcyclobutane-1-carboxamide